1,4-dimercapto-2-butyne zinc salt [Zn].SCC#CCS